C1=NC2=C(N1C3C(C(C(O3)CO)O)O)N(C(=NC2=O)N)O oxyguanosine